5-[4-[4-(Aminomethyl)-3-(trifluoromethyl)pyrazol-1-yl]-6,7-difluoro-8-(methylamino)-9H-pyrido[2,3-b]indol-3-yl]pyridine-3-carbonitrile NCC=1C(=NN(C1)C1=C(C=NC=2NC3=C(C(=C(C=C3C21)F)F)NC)C=2C=C(C=NC2)C#N)C(F)(F)F